[N+](=O)([O-])C=1C=C2C=C(N(C2=CC1)C(=O)OC(C)(C)C)C1=CC=CC=C1 tert-Butyl 5-nitro-2-phenyl-1H-indole-1-carboxylate